8-(2,3-Difluorobenzyl)-2-((5-methylfuran-2-yl)methyl)-6-phenylimidazo[1,2-a]pyrazin-3-yl-acetat FC1=C(CC=2C=3N(C=C(N2)C2=CC=CC=C2)C(=C(N3)CC=3OC(=CC3)C)CC(=O)[O-])C=CC=C1F